biphenyl-4,4'-dicarboxylate C1(=CC=C(C=C1)C(=O)[O-])C1=CC=C(C=C1)C(=O)[O-]